(3R)-3-amino-5-[(4-chlorophenyl)methyl]-8-fluoro-7-[5-(1-hydroxy-1-methyl-ethyl)-1,3,4-oxadiazol-2-yl]-1,1-dioxo-2,3-dihydro-1λ6,5-benzothiazepin-4-one N[C@H]1CS(C2=C(N(C1=O)CC1=CC=C(C=C1)Cl)C=C(C(=C2)F)C=2OC(=NN2)C(C)(C)O)(=O)=O